ClC1=C(C=O)C=CC(=C1)C=1N=NN(C1)CC1=C(C=C(C=C1)C=1OC(=NN1)C(F)F)F 2-chloro-4-(1-(4-(5-(difluoromethyl)-1,3,4-oxadiazol-2-yl)-2-fluorobenzyl)-1H-1,2,3-triazol-4-yl)benzaldehyde